[O-]S(=O)(=O)C(F)(F)F.[Yb+3].[O-]S(=O)(=O)C(F)(F)F.[O-]S(=O)(=O)C(F)(F)F ytterbium triflate